C12(CCC(=N1)C=C1CCC(=N1)C=C1CCC(=N1)C=C1CCC2N1)C(=O)[O-] corrinate